C(=C)C1=CC2=C(C=C2)C=C1 4-vinylbenzocyclobutaneene